CS(=O)(=O)OC[C@@H]([C@@H](C1=CC(=C(C=C1)C)OC)O[Si](C)(C)C(C)(C)C)OC1CCCC1 [(2S,3R)-3-[tert-butyl(dimethyl)silyl]oxy-2-(cyclopentoxy)-3-(3-methoxy-4-methyl-phenyl)propyl] methanesulfonate